3'-chloro-5-isobutyl-N-(5-methoxypyrimidin-2-yl)-4'-((2-methyl-1H-imidazol-1-yl)methyl)-[1,1'-biphenyl]-2-sulfonamide ClC=1C=C(C=CC1CN1C(=NC=C1)C)C=1C(=CC=C(C1)CC(C)C)S(=O)(=O)NC1=NC=C(C=N1)OC